tert-Butyl N-(6-ethenylpyrimidin-4-yl)carbamate C(=C)C1=CC(=NC=N1)NC(OC(C)(C)C)=O